C(CC(C)C)N=C=O Isopentylisocyanat